C1(CC1)NC(C1=C(C=CC=C1)SC1=CC=C2C(=NN(C2=C1)C1OCCCC1)I)=O N-cyclopropyl-2-(3-iodo-1-tetrahydropyran-2-yl-indazol-6-yl)sulfanylbenzamide